N-(1-hydroxycyclopentane-1-carbonyl)-L-leucinamide OC1(CCCC1)C(=O)NC([C@@H](N)CC(C)C)=O